OC=1C(=C(C(=CC1C)C)NC(=O)C1=CN=C(S1)NC1=NN(C=C1)C)C N-(3-Hydroxy-2,4,6-trimethylphenyl)-2-((1-methyl-1H-pyrazol-3-yl)amino)thiazole-5-carboxamide